(R)-2-((S)-2,2-dimethyl-5-oxo-1,3-dioxolan-4-yl)-4-methylpentanoic acid CC1(OC([C@@H](O1)[C@H](C(=O)O)CC(C)C)=O)C